FC1=C(OCC2=C(C=CC=C2)C2CCNCC2)C(=CC(=C1)F)F 4-[2-(2,4,6-trifluoro-phenoxymethyl)phenyl]piperidine